COC1(COC1)C1=CC=C(C=C1)C(=O)N1CCN(CC1)C1=CC=C(C=C1)C(F)(F)F (4-(3-methoxyoxetan-3-yl)phenyl)(4-(4-(trifluoromethyl)phenyl)piperazin-1-yl)methanone